9α,10β-pregna-4,6-diene-3,20-dione CC([C@H]1CC[C@H]2[C@@H]3C=CC4=CC(CC[C@]4(C)[C@H]3CC[C@]12C)=O)=O